rac-(1S*,2S*)-2-(3-bromophenyl)-N-(6-(((6-cyclopropylimidazo[1,2-a]pyridin-2-yl)methyl)amino)pyrimidin-4-yl)cyclopropane-1-carboxamide BrC=1C=C(C=CC1)[C@@H]1[C@H](C1)C(=O)NC1=NC=NC(=C1)NCC=1N=C2N(C=C(C=C2)C2CC2)C1 |r|